(R)-N-(6-cyano-7-(6-(1-hydroxypropyl)-4-methylpyridin-3-yl)isoquinolin-3-yl)-2,2-difluorocyclopropane-1-carboxamide C(#N)C=1C=C2C=C(N=CC2=CC1C=1C=NC(=CC1C)C(CC)O)NC(=O)[C@@H]1C(C1)(F)F